OC(/C=C/C(=O)OCC1=CC=CC=C1)C benzyl (E)-4-hydroxypent-2-enoate